P(=O)(OCC(F)(F)F)([O-])[O-] 2,2,2-trifluoroethyl phosphate